2-methylcyclopropane-1-carboxamide lactate salt C(C(O)C)(=O)O.CC1C(C1)C(=O)N